C(C=C)[N+](CCCCC)(CCCCC)CC=C diallyldipentylammonium